acrylic cyclopentanecarboxylic anhydride C1(CCCC1)C(=O)OC(C=C)=O